O[C@@H](CO)[C@@H]1C(C(C(O1)=O)=O)=O (5R)-5-[(1S)-1,2-dihydroxyethyl]Furan-2,3,4(5H)-trione